ethyl 1-(4-fluoro-2-iodophenyl)-1H-imidazole-5-carboxylate FC1=CC(=C(C=C1)N1C=NC=C1C(=O)OCC)I